NC1=CC(=C(C=C1)C1=CC=CC2=C1C(=NO2)N)OC 4-(4-amino-2-methoxyphenyl)benzo[d]isoxazol-3-amine